3-(3-bromophenyl)-2-propenoic acid BrC=1C=C(C=CC1)C=CC(=O)O